CC1OC2=CC(=CC=C2C2=C1C=C(C=C2)O)O 6-methyl-6H-benzo[c]chromene-3,8-diol